FC=1C=CC2=C(C1)C1=C(C(N(C(CO1)(C(=O)NCC1=C(C=CC=C1OC)F)C)CC(=O)N(C)CCO)=O)O2 9-fluoro-N-(2-fluoro-6-methoxybenzyl)-4-(2-((2-hydroxyethyl)(methyl)amino)-2-oxoethyl)-3-methyl-5-oxo-2,3,4,5-tetrahydrobenzofuro[2,3-f][1,4]oxazepine-3-carboxamide